FC(C1=CC=C(C=C1)N1C2=C(N[C@@H](C1)CNC(C)=O)N=CC=C2)(F)F (R)-N-((1-(4-(trifluoromethyl)phenyl)-1,2,3,4-tetrahydropyrido[2,3-b]pyrazin-3-yl)methyl)acetamide